1-[(1S)-1-(tetrahydro-2H-pyran-4-yl)ethyl]-1H-imidazole-4-carboxylic acid O1CCC(CC1)[C@H](C)N1C=NC(=C1)C(=O)O